C(C)(C)(C)OC(=O)N1[C@H]([C@@](C(C1)C)(CO)N)CC1=C(C(=CC=C1)Br)F |o1:8,9| tert-butyl-rel-(2S,3S)-3-amino-2-[(3-bromo-2-fluorophenyl)methyl]-3-(hydroxymethyl)-4-methylpyrrolidine-1-carboxylate